(2S)-2-[4-chloro-2-(5-cyclopropyl-4-butoxy-4,5-dihydroisoxazol-3-yl)phenoxy]propionic acid tert-butyl ester C(C)(C)(C)OC([C@H](C)OC1=C(C=C(C=C1)Cl)C1=NOC(C1OCCCC)C1CC1)=O